COC1=C(C=C(C=C1)C(C(=O)N)C)[N+](=O)[O-] 2-(4-methoxy-3-nitrophenyl)propanamide